CC(C(=O)OC1=CC(=CC=C1)C1=NC=CC(=C1)NC(CC1=CC(=C(C=C1)O)OC)=O)C 3-{4-[2-(4-hydroxy-3-methoxyphenyl)acetamido]pyridin-2-yl}phenyl 2-methylpropanoate